L-alanine cyclopentyl ester C1(CCCC1)OC([C@@H](N)C)=O